ClC=1C(=C(C=CC1)[C@@H]1[C@H](N[C@@H]([C@@]1(C#N)C1=C(C=C(C=C1)Cl)F)CC(C)(C)C)C(=O)OC(C)(C)C)F tert-butyl (2S,3R,4S,5R)-3-(3-chloro-2-fluoro-phenyl)-4-(4-chloro-2-fluoro-phenyl)-4-cyano-5-(2,2-dimethylpropyl)pyrrolidine-2-carboxylate